C12C(C(C(C=C1)C2)C(=O)O)C(=O)O endo-bicyclo[2.2.1]-5-Heptene-2,3-dicarboxylic acid